O1COC=C1C=1N=C(NC1C1=NC=CC=C1)C1=CC=C(C(=O)N)C=C1 4-[4-(1,3-dioxol-5-yl)-5-pyridin-2-yl-1H-imidazol-2-yl]benzamide